NCC(=O)NCC(=O)NN glycylglycine hydrazide